FC1=C(OC=2C=C(C=C3C=NN(C23)C)C=2OC=NN2)C=CC(=C1)OCCOC1CCOCC1 2-[7-[2-fluoro-4-(2-tetrahydropyran-4-yloxyethoxy)phenoxy]-1-methyl-indazol-5-yl]-1,3,4-oxadiazole